FC(S(=O)(=O)[O-])(F)F.C1(=CC=CC=C1)[S+](C1=CC=CC=C1)C1=CC=CC=C1 triphenyl-sulfonium trifluoro-methanesulfonate